N1(CCC2=CC=CC=C12)C=1C=C2CCCC(C2=CC1)CNC=1C=NC=CC1C(=O)O 3-({[6-(2,3-dihydro-1H-indol-1-yl)-1,2,3,4-tetrahydronaphthalen-1-yl]methyl}amino)pyridine-4-carboxylic acid